CC1=CC=2C3=C(NC2C=C1)CCN(C3)C(=O)C3=NC=C(C=C3)C(F)(F)F (8-methyl-1,3,4,5-tetrahydropyrido[4,3-b]indol-2-yl)-[5-(trifluoromethyl)-2-pyridyl]methanone